NN1C(N(N=CC1=O)C1=CC(=C(C(=C1)Cl)OC=1C=C2C3(C(N(C2=CC1)C)=O)CC3)Cl)=O amino-2-(3,5-dichloro-4-((r-methyl-2'-oxospiro[cyclopropane-1,3'-indolin]-5'-yl)oxy)phenyl)-1,2,4-triazine-3,5(2H,4H)-dione